ClC=1C=C(C=CC1Cl)C(CN(C)C)NS(=O)(=O)C1=CC=C(C=C1)C1=CC=CC=C1 N-(1-(3,4-dichlorophenyl)-2-(dimethylamino)ethyl)-[1,1-biphenyl]-4-sulfonamide